(2R)-3-(4-bromophenyl)-2-(cyclohex-3-ene-1-carboxamido)propionic acid BrC1=CC=C(C=C1)C[C@H](C(=O)O)NC(=O)C1CC=CCC1